tert-butyl (R)-3-((7-hydroxy-6-methoxy-2-(pyrrolidin-1-yl)quinazolin-4-yl)amino)piperidine-1-carboxylate OC1=C(C=C2C(=NC(=NC2=C1)N1CCCC1)N[C@H]1CN(CCC1)C(=O)OC(C)(C)C)OC